CN(C/C=C/C(=O)NC1=C(C=C(C(=O)O)C=C1)F)C (E)-4-(4-(dimethylamino)but-2-eneamido)-3-fluorobenzoic acid